BrC1=C(C(=C(C=C1)C=1N=NN(C1)[C@@H]1[C@H]([C@H](O[C@H]2[C@@H]1OC(OC2)(C)C)CC#C)OC)F)F 4-(4-Bromo-2,3-difluorophenyl)-1-((4aR,6R,7R,8R,8aR)-7-methoxy-2,2-dimethyl-6-(prop-2-yn-1-yl)hexahydropyrano[3,2-d][1,3]dioxin-8-yl)-1H-1,2,3-triazole